N1=C(C=CC=C1)C(C)(C)N1C[C@@](CC1)(C=1NC(=CN1)C(F)(F)F)CCC1=CC=C(C#N)C=C1 (R)-4-(2-(1-(2-(pyridin-2-yl)propan-2-yl)-3-(5-(trifluoromethyl)-1H-imidazol-2-yl)pyrrolidin-3-yl)ethyl)benzonitrile